C(C)P(Br)Br Ethyl-phosphorus bromide